tert-butyl ((3R,6S)-6-(5-(2-(2,2,2-trifluoroethoxy)ethoxy)-1,3,4-oxadiazol-2-yl)tetrahydro-2H-pyran-3-yl)carbamate FC(COCCOC1=NN=C(O1)[C@@H]1CC[C@H](CO1)NC(OC(C)(C)C)=O)(F)F